6-chloro-3-(4-chloropyrimidin-2-yl)imidazo[1,2-a]pyrazine ClC=1N=CC=2N(C1)C(=CN2)C2=NC=CC(=N2)Cl